N1C(=NC2=C1C=CC=C2)C2=CC(=NN2CC2=CC=C(C=C2)OC)NC(=O)C=2C=NC(=CC2)N2CCS(CC2)(=O)=O N-[5-(1H-benzimidazol-2-yl)-1-[(4-methoxyphenyl)methyl]pyrazol-3-yl]-6-(1,1-dioxo-1,4-thiazinan-4-yl)pyridine-3-carboxamide